(-)-N-ethyl-5-fluoro-N-isopropyl-2-((5-(2-(1-(isopropylamino)-4-methylpent-3-yl)-2,6-diazaspiro[3.4]oct-6-yl)-1,2,4-triazin-6-yl)oxy)benzamide fumarate C(\C=C\C(=O)O)(=O)O.C(C)N(C(C1=C(C=CC(=C1)F)OC1=C(N=CN=N1)N1CC2(CN(C2)C(CCNC(C)C)C(C)C)CC1)=O)C(C)C